FC(C1=CC=C(C=C1)C=1N=NN(C1CO)C[Si](C)(C)C)F (4-(4-(difluoromethyl)phenyl)-1-((trimethylsilyl)methyl)-1H-1,2,3-triazol-5-yl)methanol